N6-methyl-2-(3-methylbenzofuran-2-carboxamido)-5-oxohexandiamid CNC(C(CCC(C(=O)N)NC(=O)C=1OC2=C(C1C)C=CC=C2)=O)=O